Rac-(4bS,5R,6R,7S,7aR)-7a-(4-bromophenyl)-4b,5-dihydroxy-4-methoxy-N-methyl-7-phenyl-N-(pyridin-3-ylmethyl)-4b,6,7,7a-tetrahydro-5H-cyclopenta[4,5]furo[2,3-c]pyridine-6-carboxamide BrC1=CC=C(C=C1)[C@]12[C@](C3=C(C=NC=C3OC)O1)([C@@H]([C@@H]([C@H]2C2=CC=CC=C2)C(=O)N(CC=2C=NC=CC2)C)O)O |r|